1,3,5-tris-[(4-tert-butyl-3-hydroxy-2,6-xylyl)methyl]-1,3,5-triazin-2,4,6(1H,3H,5H)-trione C(C)(C)(C)C1=C(C(=C(C(=C1)C)CN1C(N(C(N(C1=O)CC1=C(C(=C(C=C1C)C(C)(C)C)O)C)=O)CC1=C(C(=C(C=C1C)C(C)(C)C)O)C)=O)C)O